N-(3-chloro-2-(2-methyl-3-(1-methyl-7-carbonyl-4,5,6,7-tetrahydro-1H-indazole-3-carboxamido)phenyl)pyridin-4-yl)-1-methyl-4,5,6,7-tetrahydro-1H-imidazo[4,5-c]pyridine-2-carboxamide ClC=1C(=NC=CC1NC(=O)C=1N(C2=C(CNCC2)N1)C)C1=C(C(=CC=C1)NC(=O)C1=NN(C=2C(CCCC12)=C=O)C)C